4-(2-propargyloxyphenyl)methylene-2,6-di-tert-butyl-2,5-cyclohexadien-1-one C(C#C)OC1=C(C=CC=C1)C=C1C=C(C(C(=C1)C(C)(C)C)=O)C(C)(C)C